5-amino-1-isopropyl-3-(4-(pyridin-2-ylcarbamoyl)phenyl)-1H-pyrazole-4-carboxamide NC1=C(C(=NN1C(C)C)C1=CC=C(C=C1)C(NC1=NC=CC=C1)=O)C(=O)N